3-methylpropyl-isocyanatopropyl-silane CCCC[SiH2]CCCN=C=O